butylenediamine hydroiodic acid salt I.C(CCCN)N